Cl.CN(C(=O)C1=NOC2(C1)CCNCCC2)C N,N-dimethyl-2,8-diaza-1-oxaspiro[4.6]undec-2-ene-3-carboxamide hydrochloride